3-(4-bromophenyl)thiourea BrC1=CC=C(C=C1)NC(N)=S